tert-Butyl 3-(4-(4,7-dichloro-2-(1-((R)-6-fluoro-6,7-dihydro-5H-pyrrolo[1,2-c]imidazol-1-yl)-2-oxo-2-(thiazol-2-ylamino)ethyl)-2H-indazol-6-yl)phenyl)azetidine-1-carboxylate ClC=1C2=CN(N=C2C(=C(C1)C1=CC=C(C=C1)C1CN(C1)C(=O)OC(C)(C)C)Cl)C(C(NC=1SC=CN1)=O)C1=C2N(C=N1)C[C@@H](C2)F